ClC1=NC(=CC(=C1)C1(CC2(CC2)C1)C1=NN=CN1C)C1CC1 2-chloro-6-cyclopropyl-4-[5-(4-methyl-4H-1,2,4-triazol-3-yl)spiro[2.3]hexan-5-yl]pyridine